NC1(CC(CC1)C1=CC=C(C=C1)CCCCCCCC)CO (1-amino-3-(4-octylphenyl)cyclopentyl)methanol